1-Tert-butyl N-{1-[1-(2,6-dioxopiperidin-3-yl)-3-methyl-2-oxo-1,3-benzodiazol-5-yl]piperidin-4-yl}-N-methylcarbamate O=C1NC(CCC1N1C(N(C2=C1C=CC(=C2)N2CCC(CC2)N(C(OC(C)(C)C)=O)C)C)=O)=O